racemic-tert-butyl-3-hydroxypiperidine-1-carboxylate C(C)(C)(C)OC(=O)N1C[C@@H](CCC1)O |r|